COCCC=1C=C(C(=C(C1)O)[C@H]1[C@@H](CCC(=C1)C)C(=C)C)O (1'R,2'R)-4-(2-Methoxyethyl)-5'-methyl-2'-(prop-1-en-2-yl)-1',2',3',4'-tetrahydro-[1,1'-biphenyl]-2,6-diol